N1CCC(CC1)S(=O)(=O)O Piperidine-4-sulphonic acid